(7-(6-(1-hydroxypropyl)-4-methylpyridin-3-yl)-2,6-naphthyridin-3-yl)oxetane-3-carboxamide OC(CC)C1=CC(=C(C=N1)C1=NC=C2C=C(N=CC2=C1)C1OCC1C(=O)N)C